6-(4-((1,3-dioxoisoindolin-2-yloxy)methyl)-1H-1,2,3-triazol-1-yl)hexanoic acid O=C1N(C(C2=CC=CC=C12)=O)OCC=1N=NN(C1)CCCCCC(=O)O